tert-Butyl 6-((3-(2-methoxy-4-(trifluoromethyl)phenyl)-4-methyl-5-oxo-4,5-dihydro-1,2,4-triazin-6-yl)amino)-2-azabicyclo[2.2.1]heptane-2-carboxylate COC1=C(C=CC(=C1)C(F)(F)F)C1=NN=C(C(N1C)=O)NC1CC2CN(C1C2)C(=O)OC(C)(C)C